C(C1=CC=CC=C1)N(C1CC2=C(N(N=C2CC1)C1=NC=C(C=N1)[N+](=O)[O-])O)C 5-(Benzyl(methyl)amino)-2-(5-nitropyrimidin-2-yl)-4,5,6,7-tetrahydro-2H-indazol-3-ol